(S)-3-(3-(1-(1H-1,2,3-triazol-1-yl)-2,3-dihydro-1H-inden-5-yl)-5-(4-methyloxazol-2-yl)-3H-imidazo[4,5-b]pyridin-2-yl)pyridin-2-amine N1(N=NC=C1)[C@H]1CCC2=CC(=CC=C12)N1C(=NC=2C1=NC(=CC2)C=2OC=C(N2)C)C=2C(=NC=CC2)N